BrC1=CC(=CC=2C(=NOC21)N)C 7-Bromo-5-methylbenzo[d]isoxazol-3-amine